BrC=1C(=C(C(=O)OC)C=CC1F)OC methyl 3-bromo-4-fluoro-2-methoxybenzoate